(±)-4-cyclopropyl-6-(1-((R)-4,4-difluoro-3-methylpiperidin-1-yl)ethyl)-2-(3-(3-((4-methyl-4H-1,2,4-triazol-3-yl)methyl)oxetan-3-yl)phenyl)-2,3-dihydro-1H-pyrrolo[3,4-c]pyridin-1-one C1(CC1)C1=NC(=CC2=C1CN(C2=O)C2=CC(=CC=C2)C2(COC2)CC2=NN=CN2C)[C@@H](C)N2C[C@H](C(CC2)(F)F)C |&1:30|